3-(4-cyanobenzyl)-N5,N5,6-trimethyl-2-oxo-1-[3-(trifluoromethyl)phenyl]-1,2-dihydropyridine-3,5-dicarboxamide C(#N)C1=CC=C(CC2(C(N(C(=C(C2)C(=O)N(C)C)C)C2=CC(=CC=C2)C(F)(F)F)=O)C(=O)N)C=C1